3-Ethoxy-5-(4,4,5,5-tetramethyl-1,3,2-dioxaborolan-2-yl)thiophene-2-carboxylic Acid C(C)OC1=C(SC(=C1)B1OC(C(O1)(C)C)(C)C)C(=O)O